5-[5-(2-aminoethyl)pyridin-2-yl]-4-(2-methyl-5-phenylpyrazol-3-yl)oxypyridine-2-carbonitrile NCCC=1C=CC(=NC1)C=1C(=CC(=NC1)C#N)OC=1N(N=C(C1)C1=CC=CC=C1)C